ISOPROPYLQUINOLINE CC(C)C1=CC=NC2=CC=CC=C12